tert-butyl 2-(1-(tert-butoxycarbonyl) piperidin-4-yl)-5-(7,8-dimethyl-[1,2,4]triazolo[1,5-a]pyridin-6-yl)-6-(prop-1-en-2-yl)-4H-pyrrolo[3,2-d]thiazole-4-carboxylate C(C)(C)(C)OC(=O)N1CCC(CC1)C=1SC2=C(N1)C(=C(N2C(=O)OC(C)(C)C)C=2C(=C(C=1N(C2)N=CN1)C)C)C(=C)C